trans-4-((4-(1-Iso-propyl-1H-pyrazol-4-yl)pyridin-2-yl)-((trans-4-(5-methoxy-6-methylpyridin-2-yl)cyclohexyl)-methyl)carbamoyl)-cyclohexyl morpholine-4-carboxylate N1(CCOCC1)C(=O)O[C@@H]1CC[C@H](CC1)C(N(C[C@@H]1CC[C@H](CC1)C1=NC(=C(C=C1)OC)C)C1=NC=CC(=C1)C=1C=NN(C1)C(C)C)=O